2-(diethylamino)-1-(4-(2-(7,8-dimethyl-[1,2,4]triazolo[1,5-a]pyridin-6-yl)-3-isopropyl-1H-indol-5-yl)piperidin-1-yl)ethan-1-one C(C)N(CC(=O)N1CCC(CC1)C=1C=C2C(=C(NC2=CC1)C=1C(=C(C=2N(C1)N=CN2)C)C)C(C)C)CC